N-(3,3-difluoropiperidin-4-yl)-2-methyl-5-((3-(trifluoromethyl)pyridin-2-yl)methoxy)benzofuran-3-carboxamide FC1(CNCCC1NC(=O)C1=C(OC2=C1C=C(C=C2)OCC2=NC=CC=C2C(F)(F)F)C)F